4-(4-ethylphenyl)-3-phenyl-3,6-dihydro-2H-1,3,5-oxadiazine C(C)C1=CC=C(C=C1)C=1N(COCN1)C1=CC=CC=C1